(E)-3-((3-butyl-2-methyl-7-(methylthio)-1,1-dioxido-5-phenyl-2,3,4,5-tetrahydro-1,2,5-benzothiadiazepin-8-yl)oxy)acrylic acid C(CCC)C1N(S(C2=C(N(C1)C1=CC=CC=C1)C=C(C(=C2)O/C=C/C(=O)O)SC)(=O)=O)C